C1(CC1)C(CN1CC[C@@H](N2C1=NC(=CC2=O)N2[C@@H](COCC2)C)C(F)(F)F)=O (R)-9-(2-Cyclopropyl-2-oxoethyl)-2-((R)-3-methylmorpholin-4-yl)-6-trifluoromethyl-6,7,8,9-tetrahydro-pyrimido[1,2-a]-pyrimidin-4-one